2-(2-(benzylcarbamoyl)-1-((3-phenylisoxazol-5-yl)methyl)hydrazino)acetic acid C(C1=CC=CC=C1)NC(=O)NN(CC1=CC(=NO1)C1=CC=CC=C1)CC(=O)O